C(C)(C)(C)C12C=C(CC(CC1)N2C(=O)O)B2OC(C(O2)(C)C)(C)C.N[C@@H](C)C(=O)N[C@@H](CC2=CN(C=N2)C)C(=O)O alanyl-1-methylhistidine tert-butyl-3-(4,4,5,5-tetramethyl-1,3,2-dioxaborolan-2-yl)-8-azabicyclo[3.2.1]oct-2-ene-8-carboxylate